4-((4-(1-Isopropyl-1H-pyrazol-4-yl)pyridin-2-yl) ((4-(4-methoxy-3-methylphenyl)bicyclo[2.2.2]octan-1-yl)methyl) carbamoyl)(trans-cyclohexyl) 3-ethoxyazetidine-1-carboxylate C(C)OC1CN(C1)C(=O)O[C@@H]1CC[C@H](CC1)C(N(CC12CCC(CC1)(CC2)C2=CC(=C(C=C2)OC)C)C2=NC=CC(=C2)C=2C=NN(C2)C(C)C)=O